ClC1=CC=C(C=C1)C=1C=C(C(N(N1)C1=CC(=CC=C1)F)=O)C(=O)NC(C)C(CO)O 6-(4-chlorophenyl)-N-(3,4-dihydroxybutan-2-yl)-2-(3-fluorophenyl)-3-oxo-2,3-dihydropyridazine-4-carboxamide